2,3-bistrifluoromethyl-5-thienyl-8-(2,4-bistrifluoromethylphenyl)pyrazino[2,3-D]Pyridazine FC(C=1C(=NC=2C(=C(N=NC2C=2SC=CC2)C2=C(C=C(C=C2)C(F)(F)F)C(F)(F)F)N1)C(F)(F)F)(F)F